COC1=NC(=CC=C1)C(F)(F)F 2-methoxy-6-(trifluoromethyl)pyridine